(3s,5r)-5-((1-(2-fluoro-6-hydroxy-4-methylphenyl)pyrrolo[1,2-d][1,2,4]triazin-4-yl)amino)-1-methylpiperidin-3-ol FC1=C(C(=CC(=C1)C)O)C=1C=2N(C(=NN1)N[C@@H]1C[C@@H](CN(C1)C)O)C=CC2